3-(6-(4-((4-(2-(1H-imidazol-1-yl)pyrimidine-4-carbonyl)piperazin-1-yl)methyl)benzyl)-2-oxobenzo[cd]indol-1(2H)-yl)piperidine-2,6-dione N1(C=NC=C1)C1=NC=CC(=N1)C(=O)N1CCN(CC1)CC1=CC=C(CC=2C=3C4=C(C(N(C4=CC2)C2C(NC(CC2)=O)=O)=O)C=CC3)C=C1